3-(2-Aminospiro[bicyclo[3.1.0]hexan-3,4'-piperidin]-1'-yl)-6-((2,3-dichlorophenyl)thio)-1-methylpyrazin-2(1H)-on NC1C2CC2CC12CCN(CC2)C=2C(N(C(=CN2)SC2=C(C(=CC=C2)Cl)Cl)C)=O